(E)-3-(4-hydroxy-3-methoxyphenyl)-1-(5-hydroxy-7-methoxy-2,2-dimethyl-2H-chromen-6-yl)prop-2-en-1-one OC1=C(C=C(C=C1)/C=C/C(=O)C=1C(=C2C=CC(OC2=CC1OC)(C)C)O)OC